17-methyl-17-pentatriacontanol CC(CCCCCCCCCCCCCCCC)(CCCCCCCCCCCCCCCCCC)O